4-(3-chloro-2-methyl-5-nitrobenzyl)morpholine ClC=1C(=C(CN2CCOCC2)C=C(C1)[N+](=O)[O-])C